4-methyl-2-oxo-2H-chromen-7-yl acrylate C(C=C)(=O)OC1=CC=C2C(=CC(OC2=C1)=O)C